(S)-3-allyl-5-amino-3,4-dihydro-2H-benzo[b][1,4]oxazine-7-carboxylic acid methyl ester COC(=O)C=1C=C(C2=C(OC[C@@H](N2)CC=C)C1)N